COC(=O)[C@@H]1N(CCOC1)C1=CC=CC=C1.NC=1C(=CC(=NC1)C(=O)N(C[2H])C[2H])N1CCC(CC1)OC1=C(C=C(C=C1)F)F 5-amino-4-(4-(2,4-difluorophenoxy)piperidin-1-yl)-N,N-bis(methyl-d)pyridineFormamide methyl-(R)-4-phenylmorpholine-3-carboxylate